C(C)(C)C1=CC(=NC=2N1C=NC2C(=O)N)COC 4-isopropyl-2-(methoxymethyl)imidazo[1,5-a]pyrimidine-8-carboxamide